FC(C1=CC=C(C=C1)C1=CN=C(C2=NC=CN=C21)N[C@H]2[C@@H](CNC2)CO)(F)F ((3R,4S)-4-((8-(4-(trifluoromethyl)phenyl)pyrido[3,4-b]pyrazin-5-yl)amino)pyrrolidin-3-yl)methanol